2,3-difluoro-N-(5-(3-(4-methyl-5-oxo-4,5-dihydro-1,3,4-oxadiazol-2-yl)-5-(trifluoromethyl)-1H-pyrazol-1-yl)pyridin-2-yl)benzamide FC1=C(C(=O)NC2=NC=C(C=C2)N2N=C(C=C2C(F)(F)F)C=2OC(N(N2)C)=O)C=CC=C1F